4-(4-3-[4-chloro-3-(trifluoromethyl)phenyl]ureidophenoxy)-N2-methylpyridine-2-carboxamide ClC1=C(C=C(C=C1)NC(NC1=CC=C(OC2=CC(=NC=C2)C(=O)NC)C=C1)=O)C(F)(F)F